CN1C(N(C2=C1C=C(C=C2)N2CCN(CC2)C2CN(C2)C2CCNCC2)C2C(NC(CC2)=O)=O)=O 3-(3-methyl-2-oxo-5-(4-(1-(piperidin-4-yl)azetidin-3-yl)piperazin-1-yl)-2,3-dihydro-1H-benzo[d]imidazol-1-yl)piperidine-2,6-dione